(R)-(3,3-difluorocyclobutyl)(2-(2-methyl-2H-pyrazolo[3,4-b]pyridin-5-yl)thieno[2,3-d]pyrimidin-6-yl)methanol FC1(CC(C1)[C@@H](O)C1=CC2=C(N=C(N=C2)C2=CC=3C(N=C2)=NN(C3)C)S1)F